(S)-2-(2,3-dihydro-1H-indene-2-carboxamido)-N1-(1-(2-(2-adamantylamino)-2-oxoethyl)-2-oxo-1,2-dihydropyridin-3-yl)-N6-methyl-5-oxohexanediamide C1C(CC2=CC=CC=C12)C(=O)N[C@H](C(=O)NC=1C(N(C=CC1)CC(=O)NC1C2CC3CC(CC1C3)C2)=O)CCC(C(=O)NC)=O